N1=CC=C(C=C1)C=1N=C(C2=C(N1)C=NC=C2)N2CCC1(CCN(C1)[C@H]1[C@@H](CC1)O)CC2 (1R,2R)-2-(8-(2-(pyridin-4-yl)pyrido[3,4-d]pyrimidin-4-yl)-2,8-diazaspiro[4.5]decan-2-yl)cyclobutan-1-ol